1,1'-(((diselanediylbis(4,1-phenylene))bis(azaneylylidene))bis(methaneylylidene))bis(naphthalen-2-ol) [Se]([Se]C1=CC=C(C=C1)N=CC1=C(C=CC2=CC=CC=C12)O)C1=CC=C(C=C1)N=CC1=C(C=CC2=CC=CC=C12)O